4-Amino-1-(isoquinolin-7-yl)-2-oxo-7-(trifluoromethyl)-1,2-dihydroquinoline-3-carboxylic acid methyl ester COC(=O)C=1C(N(C2=CC(=CC=C2C1N)C(F)(F)F)C1=CC=C2C=CN=CC2=C1)=O